2-(2-methoxy-7-methylquinoxalin-5-yl)-4,5,6,7-tetrahydrobenzo[d]thiazol-6-ol COC1=NC2=CC(=CC(=C2N=C1)C=1SC2=C(N1)CCC(C2)O)C